5-(4-cyclopropyl-6-methoxy-2-methylpyrimidin-5-yl)-3-(4-(1-methyl-4-(trifluoromethyl)-1H-imidazol-2-yl)benzyl)-1-((2-(trimethylsilyl)ethoxy)methyl)-1H-pyrazolo[4,3-d]pyrimidine C1(CC1)C1=NC(=NC(=C1C=1N=CC2=C(N1)C(=NN2COCC[Si](C)(C)C)CC2=CC=C(C=C2)C=2N(C=C(N2)C(F)(F)F)C)OC)C